FC1=CC(=C(C=C1)[C@H]1[C@@H](O[C@](C1)(C(F)(F)F)C)C(=O)NC1=CC(=NC=C1)C(=O)N)OC (2R,3S,5R)-4-[[3-(4-Fluoro-2-methoxy-phenyl)-5-methyl-5-(trifluoromethyl)tetrahydrofuran-2-carbonyl]amino]pyridin-2-carboxamid